BrC1=CC(=C(C(=O)N2COC3=C(C2)C=CC(=C3C3=CC(=C(C(=O)OC)C=C3F)N3CCOCC3)F)C(=C1)Cl)Cl Methyl 4-[3-(4-bromo-2,6-dichlorobenzoyl)-7-fluoro-2,4-dihydro-1,3-benzoxazin-8-yl]-5-fluoro-2-morpholin-4-ylbenzoate